5-(Aminomethyl)naphthalen-2-ol NCC1=C2C=CC(=CC2=CC=C1)O